(E)-1-cyclopropyl-2-(2,4-dibromo-3-(methoxy-d3)benzylidene)hydrazine hydrochloride Cl.C1(CC1)N/N=C/C1=C(C(=C(C=C1)Br)OC([2H])([2H])[2H])Br